azepane-4,5-diol N1CCC(C(CC1)O)O